(N,N-dimethylthiocarbamoyl)-thiopropanesulfonic acid CN(C(=S)C(CC)S(=O)(=S)O)C